9-((2-(2-amino-3-methoxypropoxy)naphthalen-1-yl)methyl)-9H-purin-6-amine NC(COC1=C(C2=CC=CC=C2C=C1)CN1C2=NC=NC(=C2N=C1)N)COC